[C].FC(C=1C=CC=2N(N1)C(=CN2)C2=CC(=NC=N2)N2CC(N(C(C2)C)C)CNS(=O)(=O)C)F N-((4-(6-(6-(difluoromethyl)imidazo[1,2-b]pyridazin-3-yl)pyrimidin-4-yl)-1,6-dimethylpiperazin-2-yl)methyl)methanesulfonamide carbon